1,1'-dioctyl-4,4'-bipyridinium bis(tetrafluoroborate) F[B-](F)(F)F.F[B-](F)(F)F.C(CCCCCCC)[N+]1=CC=C(C=C1)C1=CC=[N+](C=C1)CCCCCCCC